ClC=1C(=C(C=CC1)NC1=NC=NC2=CC(=C(C=C12)[N+](=O)[O-])C#C[C@@]1(CN(CCC1)C)C)F (R)-N-(3-chloro-2-fluorophenyl)-7-((1,3-dimethylpiperidin-3-yl)ethynyl)-6-nitroquinazolin-4-amine